CN1C=C(N=CC1=O)C(=O)O[Li] lithio 4-methyl-5-oxo-4,5-dihydropyrazine-2-carboxylate